OCCC[Si](O[Si](C)(C)C)(C)CCCO bis(hydroxypropyl)tetramethyldisiloxane